(1S)-1-(5-Iodo-2-pyrimidin-2-yl-1,2,4-triazol-3-yl)ethanamin-hydrochlorid Cl.IC=1N=C(N(N1)C1=NC=CC=N1)[C@H](C)N